C(C)C=1C(=NC(=NC1)N[C@@H]1CN(CCC1)C(=O)OC(C)(C)C)C1=NN(C2=C(C=CC=C12)F)COCC[Si](C)(C)C tert-butyl (3S)-3-[[5-ethyl-4-[7-fluoro-1-(2-trimethylsilylethoxymethyl) indazol-3-yl]pyrimidin-2-yl]amino]piperidine-1-carboxylate